C(CCCC=C)[Si](C)(C)C 5-hexenyl-trimethylsilane